C(C)(=O)OCC1OC(C(C(C1OC(C)=O)OC(C)=O)OC(C)=O)OC1=CC=C(C=C1)C=CC(C1=CC=CC=C1)=O [3,4,5-Triacetyloxy-6-[4-(3-oxo-3-phenylprop-1-enyl)phenoxy]oxan-2-yl]methyl acetate